ClC1=C2C=CC(=NC2=NC=C1)C1=NN(C=C1)C 5-chloro-2-(1-methyl-1H-pyrazol-3-yl)-1,8-naphthyridine